N1(N=NN=C1)C[C@H](C)OC=1C=C(C=CC1Cl)C=1C=NC(=NC1)NC=1C(=NN(C1)C1CCC(CC1)N1CCOCC1)OCC=1C(=NOC1C)C 5-(3-(((S)-1-(1H-tetrazol-1-yl)propan-2-yl)oxy)-4-chlorophenyl)-N-(3-((3,5-dimethylisoxazol-4-yl)methoxy)-1-((1r,4r)-4-morpholinocyclohexyl)-1H-pyrazol-4-yl)pyrimidin-2-amine